3-methoxy-5-ethyl-aniline methyl-2-cyclopropyl-1-(4-methoxyphenyl)-1H-benzo[d]imidazole-5-carboxylate COC(=O)C1=CC2=C(N(C(=N2)C2CC2)C2=CC=C(C=C2)OC)C=C1.COC=1C=C(N)C=C(C1)CC